N-(4-benzyl-5-(4-((7-(3-chloropropionamido)-4-oxoquinazolin-3(4H)-yl)methyl)-4-hydroxypiperidin-1-yl)-5-oxopentyl)-4-chloroquinoxaline-7-carboxamide C(C1=CC=CC=C1)C(CCCNC(=O)C1=CC=C2N(CC=NC2=C1)Cl)C(=O)N1CCC(CC1)(O)CN1C=NC2=CC(=CC=C2C1=O)NC(CCCl)=O